FC(C=1C=C(C(=O)NC2CC=3C(=NC2)N=NC3C(=O)O)C=CC1)(F)F 5-[[3-(trifluoromethyl)benzoyl]amino]-4,5-dihydropyrazolo[3,4-b]pyridine-3-carboxylic acid